C1CS(=O)(=O)CC1S(=O)(=O)Cl tetrahydro-3-thiophenesulfonyl chloride 1,1-dioxide